NCC1=CC(=C(C(=C1)C)NC(=O)C1=NC=CC(=N1)C1=C(C=CC(=C1)Cl)Cl)C N-[4-(aminomethyl)-2,6-dimethylphenyl]-4-(2,5-dichlorophenyl)pyrimidine-2-carboxamide